FN(S(=O)=O)F.[Li] lithium bisfluorosulfonamide salt